luteolin-boric acid B(O)(O)O.O1C(=CC(=O)C=2C(O)=CC(O)=CC12)C1=CC(O)=C(O)C=C1